5-(N-(2-(((S)-1-(5-(2-(diisopropylcarbamoyl)-4-fluorophenoxy)pyrimidin-4-yl)pyrrolidin-3-yl)methyl)-2-azaspiro[3.5]nonan-7-yl)aminosulfonyl)-2,5-diazabicyclo[2.2.1]heptane C(C)(C)N(C(=O)C1=C(OC=2C(=NC=NC2)N2C[C@@H](CC2)CN2CC3(C2)CCC(CC3)NS(=O)(=O)N3C2CNC(C3)C2)C=CC(=C1)F)C(C)C